(2S,3R)-3-((2-aminopyridin-4-yl)methyl)-N2-(1-methyl-1H-pyrazol-3-yl)-N1-((R)-1-(3-chlorophenyl)-2,2,2-trifluoroethyl)-N2-methyl-4-oxoazetidine-1,2-dicarboxamide NC1=NC=CC(=C1)C[C@@H]1[C@H](N(C1=O)C(=O)N[C@@H](C(F)(F)F)C1=CC(=CC=C1)Cl)C(=O)N(C)C1=NN(C=C1)C